N1=C(C=NC=C1)C=1C(=NC2=CC=CC=C2N1)C(=O)N (pyrazin-2-yl)quinoxaline-2-carboxamide